(4-aminoimidazo[1,5-a]quinoxalin-8-yl)(3-(5-(trifluoromethyl)pyridin-2-yl)morpholino)methanone NC=1C=2N(C3=CC(=CC=C3N1)C(=O)N1C(COCC1)C1=NC=C(C=C1)C(F)(F)F)C=NC2